2-methylenetetrahydro-1H-pyrrolizin C=C1CC2CCCN2C1